COC1=CC=C(CN2C3=C(O[C@@H](C2=O)C)C=CC(=C3)C(=O)OC)C=C1 methyl (R)-4-(4-methoxybenzyl)-2-methyl-3-oxo-3,4-dihydro-2H-benzo[b][1,4]oxazine-6-carboxylate